N[C@H]1CC=C[C@H]([C@@H]1C1=C(C2=NC(=CC(=C2S1)NCC=1SC=CC1)Cl)Cl)O (1r,5s,6r)-5-amino-6-(3,5-dichloro-7-((thiophen-2-ylmethyl)amino)thieno[3,2-b]pyridin-2-yl)cyclohex-2-en-1-ol